(S)-N-[4-cyano-3-(trifluoromethyl)phenyl]-3-(4-cyanophenoxy)-2-hydroxy-2-methylpropanamide C(#N)C1=C(C=C(C=C1)NC([C@@](COC1=CC=C(C=C1)C#N)(C)O)=O)C(F)(F)F